4'-((2-cyclopropyl-1H-imidazol-1-yl)methyl)-3'-fluoro-5-isobutyl-N-(pyrimidin-2-yl)-[1,1'-biphenyl]-2-sulfonamide C1(CC1)C=1N(C=CN1)CC1=C(C=C(C=C1)C=1C(=CC=C(C1)CC(C)C)S(=O)(=O)NC1=NC=CC=N1)F